Cl.N[C@H](CO[C@H]1C(N(CC1)C1CCN(CC1)C1=NC=C(C=N1)C(F)(F)F)=O)CO (R)-3-((S)-2-amino-3-hydroxypropoxy)-1-(1-(5-(trifluoromethyl)pyrimidin-2-yl)piperidin-4-yl)pyrrolidin-2-one hydrochloride